1-(decyloxy)dodec-1,10-diene C(CCCCCCCCC)OC=CCCCCCCCC=CC